C(#N)C=1C=C(C=CC1)C=1N(C=C(N1)C)O 2-(3-Cyanophenyl)-1-hydroxy-4-methyl-1H-imidazol